N-n-undecanoyl-glutamic acid C(CCCCCCCCCC)(=O)N[C@@H](CCC(=O)O)C(=O)O